C[C@]12C3CC[C@@]4(C(=CCC4C3CC=C2C[C@H](CC1)NC(C1=CC=NC=C1)=O)N1C=NC(=C1)C)C N-((3S,10R,13S)-10,13-dimethyl-17-(4-methyl-1H-imidazol-1-yl)-2,3,4,7,8,9,10,11,12,13,14,15-dodecahydro-1H-cyclopenta[a]phenanthren-3-yl)isonicotinamide